5-chloro-1,3-dithiolo(4,5-d)-1,3-dithiole-2-thione ClC1SC2=C(S1)SC(S2)=S